(1R,2S)-1-(2-cyanophenyl)-1-(1-(cyclopropylmethyl)-1H-pyrazol-4-yl)propan C(#N)C1=C(C=CC=C1)[C@@H](CC)C=1C=NN(C1)CC1CC1